C1(CCCC(C\C=C/CC)O1)=O (Z)-7-decene-5-olide